CN1N=NC(=C1C=1C=C2C(=NC1)C1=C(N2C(C2CCOCC2)C2=CC=CC=C2)C(=C(S1)C(C)=O)C)C 1-(6-(1,4-dimethyl-1H-1,2,3-triazol-5-yl)-3-methyl-4-(phenyl-(tetrahydro-2H-pyran-4-yl)methyl)-4H-thieno[2',3':4,5]pyrrolo[3,2-b]pyridin-2-yl)ethan-1-one